(R)-3-(6-fluoro-1H-benzo[d]imidazol-2-yl)-N-(piperidin-3-yl)-1H-indazole-5-carboxamide FC=1C=CC2=C(NC(=N2)C2=NNC3=CC=C(C=C23)C(=O)N[C@H]2CNCCC2)C1